COC=1C2=C(N=C(N1)OCC1(CC1)CN(C)C)CNCC2 1-[1-[(4-methoxy-5,6,7,8-tetrahydropyrido[3,4-d]pyrimidin-2-yl)oxymethyl]cyclopropyl]-N,N-dimethyl-methanamine